methyl-hexamethoxydisilazane CN([Si](OC)(OC)OC)[Si](OC)(OC)OC